(1R,2R)-1-(2-chloro-5-fluorophenyl)-1-(1-methyl-1H-pyrazol-4-yl)propan ClC1=C(C=C(C=C1)F)[C@H](CC)C=1C=NN(C1)C